[(3-fluoro-4-methoxypyridin-2-yl)methyl]-3-(methoxymethyl)-1-({4-[(2-oxopyridin-1-yl)methyl]phenyl}methyl)pyrazole-4-carboxamide FC=1C(=NC=CC1OC)CC1=C(C(=NN1CC1=CC=C(C=C1)CN1C(C=CC=C1)=O)COC)C(=O)N